ethyl 5-[3-(3,5-dimethylisoxazol-4-yl)pyrazolo[1,5-a]pyridin-5-yl]-2-tetrahydropyran-4-yl-furan-3-carboxylate CC1=NOC(=C1C=1C=NN2C1C=C(C=C2)C2=CC(=C(O2)C2CCOCC2)C(=O)OCC)C